COC=1C=CC=2C3=C(C=NC2N1)N=CN=C3N3CCC(CCC3)CNS(=O)(=O)N N-((1-(8-methoxypyrimido[4,5-c][1,8]naphthyridin-1-yl)azepan-4-yl)methyl)sulfamide